COC1=CC=C(C=C1)S(=O)(=O)OCCCCCC(C)C isooctyl p-methoxybenzenesulfonate